C(C#CC)(=O)N[C@@H]1CN(CCC1)C1=NC=CC2=C1NC(N2)=O (S)-4-(3-(but-2-ynamido)piperidin-1-yl)-2-oxo-2,3-dihydro-1H-imidazo[4,5-c]pyridine